C1(CC1)C1=NC=NC(=C1C1=C(C(=C(C=N1)CS(=O)(=O)O)NC1=CC=C(C=C1)C=1N(C=C(N1)C(F)(F)F)C(C)C)F)OC [6-(4-cyclopropyl-6-methoxy-pyrimidin-5-yl)-5-fluoro-4-[[4-[1-isopropyl-4-(trifluoromethyl)imidazol-2-yl]phenyl]amino]-3-pyridyl]methanesulfonic acid